CC(CC#N)(CC)C 3,3-dimethylvaleronitrile